FC1=CC(=C(N)C=C1N1N=NN=C1)N1CCCCC1 4-fluoro-2-(piperidin-1-yl)-5-(1H-tetrazol-1-yl)aniline